C=CCCCC(=O)Cl methylenepentanoyl chloride